4-hydroxypiperidine-1,3-dicarboxylic acid 1-tert-butyl 3-ethyl ester C(C)OC(=O)C1CN(CCC1O)C(=O)OC(C)(C)C